(RS)-5-Chloro-pyridine-2-carboxylic acid [4-(2-piperidin-3-yl-ethyl)-phenyl]-amide hydrochloride Cl.N1C[C@@H](CCC1)CCC1=CC=C(C=C1)NC(=O)C1=NC=C(C=C1)Cl |r|